NC=1C(=NC=C(C1)Br)C=O 3-amino-5-bromopyridine-carbaldehyde